diethyl-sulfate C(C)OS(=O)(=O)OCC